C(C)C1=NN(C2=NC(=NC(=C21)NCCCC(F)(F)F)C2=CC=C(C(=O)OC)C=C2)C methyl 4-(3-ethyl-1-methyl-4-((4,4,4-trifluorobutyl)amino)-1H-pyrazolo[3,4-d]pyrimidin-6-yl)benzoate